C(C)OC(C(CC(=C)C(O)C1=CC=C(C=C1)C#N)NNC1=CC=CC=C1)=O (E)-4-((4-cyanophenyl)(hydroxy)methyl)-2-(2-phenylhydrazino)pent-4-enoic acid ethyl ester